2-(3,4-dimethoxyphenyl)-4-[(2-hydroxy-6-oxocyclohex-1-en-1-yl)carbonyl]-6-methyl-pyridazine-3(2H)-one COC=1C=C(C=CC1OC)N1N=C(C=C(C1=O)C(=O)C1=C(CCCC1=O)O)C